1-isopropyl-4-(6-nitro-3-pyridyl)piperazine C(C)(C)N1CCN(CC1)C=1C=NC(=CC1)[N+](=O)[O-]